(S)-8-chloro-1-(2,6-dichlorophenyl)-5-(2,3-dihydroxypropoxy)-2-(hydroxymethyl)-1,6-naphthyridin-4(1H)-one ClC=1C=NC(=C2C(C=C(N(C12)C1=C(C=CC=C1Cl)Cl)CO)=O)OC[C@H](CO)O